2-Chloro-8-phenyl-6,7-dihydropyrimido[5,4-b][1,4]oxazine ClC=1N=CC=2OCCN(C2N1)C1=CC=CC=C1